D-Allonic acid O=C([C@H](O)[C@H](O)[C@H](O)[C@H](O)CO)O